B(OC(C)C)(OC(C)C)OC#CC(C)(C)C diisopropyl (3,3-dimethylbut-1-yn-1-yl) borate